C(C)(C)C1=C(C=CC(=C1)C)NC(=S)NC(=O)NCC1=CC(=CC=C1)C1=NN(C=N1)C1=CC=C(C=C1)OC(F)(F)F 1-[(2-isopropyl-4-methyl-phenyl)carbamothioyl]-3-[[3-[1-[4-(trifluoromethoxy)phenyl]-1H-1,2,4-triazol-3-yl]phenyl]methyl]urea